tert-butyl-4-((5-(2-chloro-4-phenoxybenzoyl)-7H-pyrrolo[2,3-d]pyrimidin-4-yl)amino)piperidine-1-carboxylate C(C)(C)(C)OC(=O)N1CCC(CC1)NC=1C2=C(N=CN1)NC=C2C(C2=C(C=C(C=C2)OC2=CC=CC=C2)Cl)=O